ClC=1C=NC=C(C1C1=C(C=CC(=C1)Cl)N1N=NC(=C1)C(F)(F)F)Cl 3,5-dichloro-4-(5-chloro-2-(4-(trifluoromethyl)-1H-1,2,3-triazol-1-yl)phenyl)-pyridin